ClC1=NC(=CC(=C1)C(O)C1CC1)C1CC1 (2-chloro-6-cyclopropylpyridin-4-yl)(cyclopropyl)methanol